C[C@H]1CC[C@@H](N(C1)C(C(=O)NC=1C2=C(C=NC1)C=NN2)=O)C=2C=CC1=C(N=C(S1)C(CN1CCCC1)C)C2 2-((2R,5S)-5-methyl-2-(2-(1-(pyrrolidin-1-yl)propan-2-yl)benzo[d]thiazol-5-yl)piperidin-1-yl)-2-oxo-N-(1H-pyrazolo[4,3-c]pyridin-7-yl)acetamide